tert-butyl 4-[3-(p-tolylsulfonyloxy) propyl]piperazine-1-carboxylate C1(=CC=C(C=C1)S(=O)(=O)OCCCN1CCN(CC1)C(=O)OC(C)(C)C)C